NC1=NC=CC=C1C1=NC=2C(=NC=CC2)N1C1=CC=C(CNC(=O)C2=NC(=NC=C2)C#N)C=C1 N-(4-(2-(2-Aminopyridin-3-yl)-3H-imidazo[4,5-b]pyridin-3-yl)benzyl)-2-cyanopyrimidine-4-carboxamide